N,N-diethyl-N-(2-methoxyethyl)ammonium C(C)[NH+](CCOC)CC